Cl[Sn](CC)(CC)Cl dichlorodiethyl-tin